(2S)-2-amino-1-(4-(3-amino-6-(2-hydroxyphenyl)pyridazin-4-yl)-2-methylpiperazin-1-yl)-3-methylbutan-1-one N[C@H](C(=O)N1C(CN(CC1)C1=C(N=NC(=C1)C1=C(C=CC=C1)O)N)C)C(C)C